FC(=CC(=O)NC1=CC=CC=C1)SC1=CC=C(C=C1)OC 3-fluoro-3-((4-methoxyphenyl)thio)-N-phenylacrylamide